C(C)(C)(C)C1=CC(=C(C=C1)C1(CCC(CC1)N)N)C 1-(4-(tert-butyl)-2-methylphenyl)cyclohexane-1,4-diamine